N-(2-hydroxy-5-nonylphenyl)methyl-N-methylglycine Ethyl-3-((2S,4S)-4-(((S)-2,3-Dihydro-1H-Inden-1-Yl)Amino)-5-Oxo-1-(4-(Trifluoromethyl)Phenyl)Pyrrolidin-2-Yl)Benzoate C(C)C1=C(C(=O)O)C=CC=C1[C@H]1N(C([C@H](C1)N[C@H]1CCC2=CC=CC=C12)=O)C1=CC=C(C=C1)C(F)(F)F.OC1=C(C=C(C=C1)CCCCCCCCC)CN(CC(=O)O)C